N-(6-aminopyridin-3-yl)-5-methylpyrazine-2-carboxamide NC1=CC=C(C=N1)NC(=O)C1=NC=C(N=C1)C